C(C1=CC=CC=C1)OC1=C(C(=C(C(=C1C)C)I)C)C 1-(benzyloxy)-4-iodo-2,3,5,6-tetramethylbenzene